7-(1,3-dioxolan-2-yl)-3-methyl-2-oxo-1-((2-(trimethylsilyl)ethoxy)methyl)-2,3-dihydro-1H-benzo[d]imidazole-5-carboxylic acid O1C(OCC1)C1=CC(=CC2=C1N(C(N2C)=O)COCC[Si](C)(C)C)C(=O)O